N1-(bicyclo[1.1.1]pentan-1-yl)-N2-(4-((2-(dimethylamino)ethyl)(methyl)amino)-2-methoxy-5-nitrophenyl)-7-((2-(trimethylsilyl)ethoxy)methyl)-7H-pyrrolo[2,3-d]pyrimidine-2,4-diamine C12(CC(C1)C2)N2C(N=C(C1=C2N(C=C1)COCC[Si](C)(C)C)N)NC1=C(C=C(C(=C1)[N+](=O)[O-])N(C)CCN(C)C)OC